OC=1C(C2=CC=CC=C2C(C1C\C=C(/C)\CCC[C@H](C)CCC[C@H](C)CCCC(C)C)=O)=O E-2-hydroxy-3-phytyl-1,4-naphthoquinone